C(C)C=1C(NC2=CC(=CN=C2C1)CN1CCN(CC1)C=1C=NC2=C(N=C(C=C2C1)C)NC)=O 3-ethyl-7-((4-(6-methyl-8-(methylamino)-1,7-naphthyridin-3-yl)piperazin-1-yl)methyl)-1,5-naphthyridin-2(1H)-one